(2R,3R,4R,5S)-3,4,5-tris(benzyloxy)-2-methyl-1-(((R)-1-(o-tolyl)pyrrolidin-3-yl)methyl)piperidine C(C1=CC=CC=C1)O[C@@H]1[C@H](N(C[C@@H]([C@H]1OCC1=CC=CC=C1)OCC1=CC=CC=C1)C[C@@H]1CN(CC1)C1=C(C=CC=C1)C)C